1-(3-(methyl-d)quinoxalin-6-yl)ethan-1-one C(C=1C=NC2=CC=C(C=C2N1)C(C)=O)[2H]